3-Trifluoromethylphenethylamine hydroiodide I.FC(C=1C=C(CCN)C=CC1)(F)F